CC1CCC(OC(=O)C1)C(C)C The molecule is an epsilon-lactone that is oxepan-2-one which is substituted at positions 4 and 7 by methyl and isopropyl groups, respectively.